CN1C=2C=CC(=NC2C(=C(C1=O)[N+](=O)[O-])N1CCC(CC1)OC1=CC=C(C=C1)OC(F)(F)F)C#N 5-methyl-7-nitro-6-oxo-8-(4-(4-(trifluoromethoxy)phenoxy)piperidin-1-yl)-5,6-dihydro-1,5-naphthyridine-2-carbonitrile